CC1=NN2C(C=CC(=C2)C=2C=C(C(=NC2)C=2N=C3N(C=CC(=N3)C=3CC(NC(C3)(C)C)(C)C)C2)O)=N1 5-(2-methyl-[1,2,4]triazolo[1,5-a]pyridin-6-yl)-2-(7-(2,2,6,6-tetramethyl-1,2,3,6-tetrahydropyridin-4-yl)imidazo[1,2-a]pyrimidin-2-yl)pyridin-3-ol